ClC1=C(C(=NC=N1)N(C(=O)OC(C)(C)C)C(=O)OC(C)(C)C)F 6-chloro-5-fluoro-N,N-di-tert-butoxycarbonyl-pyrimidin-4-amine